C1C(CC2CC(CC12)N)N octahydropentalene-2,5-diamine